C(C)(C)(C)OC(=O)N1C(C(CC1C=O)O[Si](CC)(CC)CC)C=O tert-butyl-2,5-diformyl-3-((triethylsilyl)oxy)pyrrolidine-1-carboxylate